2,3-bis(p-tert-butylanilino)-1,4-difluoroanthraquinone C(C)(C)(C)C1=CC=C(NC2=C(C=3C(C4=CC=CC=C4C(C3C(=C2NC2=CC=C(C=C2)C(C)(C)C)F)=O)=O)F)C=C1